2-hydroxytritriacontane OC(C)CCCCCCCCCCCCCCCCCCCCCCCCCCCCCCC